C(C)(C)(C)OC(=O)N[C@H]1[C@H](CC1)C(=O)O (1S,2R)-2-((tert-butoxycarbonyl)amino)cyclobutane-1-carboxylic acid